(3-fluoro-5-methoxy-2',2''-dimethyl-[1,1':3',1'':3'',1'''-quaterphenyl]-4,4'''-diyl)bis(methylene) dimethanesulfonate CS(=O)(=O)OCC1=C(C=C(C=C1OC)C1=C(C(=CC=C1)C1=C(C(=CC=C1)C1=CC=C(C=C1)COS(=O)(=O)C)C)C)F